1-(6'-Fluoro-4-((2R,3S)-2-methyl-3-((methylsulfonyl)methyl)azetidin-1-yl)-[2,3'-bipyridin]-6-yl)-6-(4-methoxypyridin-3-yl)-4-methyl-1H-pyrazolo[4,3-c]pyridine FC1=CC=C(C=N1)C1=NC(=CC(=C1)N1[C@@H]([C@H](C1)CS(=O)(=O)C)C)N1N=CC=2C(=NC(=CC21)C=2C=NC=CC2OC)C